[2-(4-bromophenyl)ethyl]carbamic acid tert-butyl ester C(C)(C)(C)OC(NCCC1=CC=C(C=C1)Br)=O